C(C)N(CCOC1=CC=C(C(=O)N)C=C1)CC 4-(2-(diethylamino)ethoxy)-benzamide